[Fe].[Zn].[Fe] iron zinc-iron